(1-methyl-6-((2-methylpyridin-3-yl)amino)-1H-pyrazolo[3,4-d]Pyrimidin-3-yl)aminonicotinic acid methyl ester COC(C1=C(N=CC=C1)NC1=NN(C2=NC(=NC=C21)NC=2C(=NC=CC2)C)C)=O